(S)-2-ethynyl-5-methoxy-3,4-dihydro-2H-pyrrole C(#C)[C@H]1N=C(CC1)OC